bis(2,6-dimethylpiperidino)chlorosilane CC1N(C(CCC1)C)[SiH](Cl)N1C(CCCC1C)C